FC(O[C@@H]1CN(CC1)C(=O)NC1=C(C=C(C(=C1)C1=CC2=C(N=C(N=C2)NC)N=C1)C)F)F (S)-3-(difluoromethoxy)-N-(2-fluoro-4-methyl-5-(2-(methylamino)pyrido[2,3-d]pyrimidin-6-yl)phenyl)pyrrolidine-1-carboxamide